[Mg+2].P(=O)([O-])([O-])[O-].[Cr+3].[Al+3] aluminum-chromium phosphate magnesium